C(C)(C)(C)OC(=O)N1[C@@H](C[C@H](CC1)N1C=CC=2C(=NC=3C(=C(C(=CC3C21)Cl)Br)F)O[C@@H](C)[C@H]2N(CCC2)C)CC#N (2S,4S)-4-(7-bromo-8-chloro-6-fluoro-4-((S)-1-((S)-1-methylpyrrolidin-2-yl)ethoxy)-1H-pyrrolo[3,2-c]quinolin-1-yl)-2-(cyanomethyl)piperidine-1-carboxylic acid tert-butyl ester